ClC=1C=C(C=C2CC(CC12)N(C)C)C=1SN=C2C1N=CN(C2=O)CC2(CCN(CC2)C(CC(C2=CC=C(C=C2)F)C2CC2)=O)O 3-(7-chloro-2-(dimethylamino)-2,3-dihydro-1H-inden-5-yl)-6-((1-(3-cyclopropyl-3-(4-fluorophenyl)propionyl)-4-hydroxypiperidin-4-yl)methyl)isothiazolo[4,3-d]pyrimidin-7(6H)-one